6-Bromo-3-methyl-1H-indazole BrC1=CC=C2C(=NNC2=C1)C